[Si].[Ru].N1=C(C=CC=C1)C1=NC=CC=C1 bipyridine ruthenium silicon